[Cl-].[Cl-].CC1=C(C(=C(C1[Zr-2](C1C=CC2=C(C=3CCCC3C=C12)C1=CC=CC=C1)(=[SiH2])=[SiH2])C)C)C Tetramethyldisilylenecyclopentadienyl-(4-phenyl-1,5,6,7-tetrahydro-s-indacenyl)zirconium(IV) dichloride